1-(6-(methyl(7H-pyrrolo[2,3-d]pyrimidin-4-yl)amino)-2-azaspiro[3.3]heptane-2-carbonyl)cyclopropanecarbonitrile CN(C1CC2(CN(C2)C(=O)C2(CC2)C#N)C1)C=1C2=C(N=CN1)NC=C2